BrC1=NN(C=2C1=NC=CC2)CCCOC 3-bromo-1-(3-methoxypropyl)-1H-pyrazolo[4,3-b]pyridine